5-chloro-4-(2,4-difluoro-3-(hydroxymethyl)phenyl)pyrimidine-2-carboxylic acid ClC=1C(=NC(=NC1)C(=O)O)C1=C(C(=C(C=C1)F)CO)F